6-beta-D-Glucopyranosyl-4',5,7-trihydroxyflavone [C@@H]1([C@H](O)[C@@H](O)[C@H](O)[C@H](O1)CO)C=1C(=C2C(C=C(OC2=CC1O)C1=CC=C(C=C1)O)=O)O